(±)-1-((2-Chloro-4-(4-(3-chlorophenyl)-trans-2,3-dimethylpiperazine-1-carbonyl)phenyl)sulfinyl)-3,3-difluorobutan-2-one ClC1=C(C=CC(=C1)C(=O)N1[C@H]([C@@H](N(CC1)C1=CC(=CC=C1)Cl)C)C)[S@](=O)CC(C(C)(F)F)=O |&1:24|